FC=1C=C(C=NC1)C#C[Si](C)(C)C 2-(5-fluoro-3-pyridinyl)ethynyl-trimethyl-silane